benzyl 4-(4,4,5,5-tetramethyl-1,3,2-dioxaborolan-2-yl)-1,2,3,6-tetrahydropyridine-1-carboxylate CC1(OB(OC1(C)C)C=1CCN(CC1)C(=O)OCC1=CC=CC=C1)C